1-(3-((3-((2'-cyano-[1,1'-biphenyl]-4-yl)methyl)-4-methyl-2-oxo-2H-chromen-7-yl)oxy)-2-hydroxypropyl)piperidine-4-carboxamide C(#N)C1=C(C=CC=C1)C1=CC=C(C=C1)CC=1C(OC2=CC(=CC=C2C1C)OCC(CN1CCC(CC1)C(=O)N)O)=O